C1(=CC=CC2=CC=CC=C12)C1=NC(=NC(=N1)C(Cl)(Cl)Cl)C(Cl)(Cl)Cl 2-(naphthalene-1-yl)-4,6-bis(trichloromethyl)-s-triazine